CC1=NOC(=C1C1=CC2=C(N(C(=N2)[C@@H]2CCC(N2C2=CC(=CC=C2)OC(F)(F)F)=O)[C@H]2CN(CC2)S(=O)(=O)C)C=C1)C (S)-5-(5-(3,5-dimethylisoxazol-4-yl)-1-((R)-1-(methylsulfonyl)pyrrolidin-3-yl)-1H-benzo[d]imidazol-2-yl)-1-(3-(trifluoromethoxy)phenyl)pyrrolidin-2-one